racemic-2-(7,8-dichloro-10-(2-methyl-2H-1,2,3-triazol-4-yl)-2-oxo-1,2,3,4,5,6-hexahydroazepino[4,5-b]indol-5-yl)acetic acid ClC1=C(C=C(C=2C3=C(NC12)[C@@H](CNC(C3)=O)CC(=O)O)C3=NN(N=C3)C)Cl |r|